2-(4-Chloro-3-(trifluoromethoxy)phenyl)-6-hydroxy-6-methyl-2-methylamino-cyclohexane-1-one hydrochloride Cl.ClC1=C(C=C(C=C1)C1(C(C(CCC1)(C)O)=O)NC)OC(F)(F)F